C1(CCCCC1)C(=O)OCOCN1C(=NC=2N(C(N(C(C12)=O)CCC)=O)CC)C=1C=NN(C1)CC1=CC(=CC=C1)C(F)(F)F ((3-ethyl-2,6-dioxo-1-propyl-8-(1-(3-(trifluoromethyl)benzyl)-1H-pyrazol-4-yl)-1,2,3,6-tetrahydro-7H-purin-7-yl)methoxy)methyl cyclohexanecarboxylate